N[C@H](C1CCN(CC1)C([C@H](COC)O)=O)C1=C(C=C(C(=C1)Cl)Cl)O (2S)-1-[4-[(R)-amino(4,5-dichloro-2-hydroxyphenyl)methyl]piperidin-1-yl]-2-hydroxy-3-methoxypropan-1-one